FC(C(=CC(F)(F)F)F)(F)F 1,1,1,2,4,4,4-heptafluorobut-2-ene